3-(6-O-ethoxycarbonyl-β-D-glucopyranosyl)-4-[(4-ethylphenyl)methyl]-1-isopropyl-5-methylpyrazole C(C)OC(=O)OC[C@@H]1[C@H]([C@@H]([C@H]([C@@H](O1)C1=NN(C(=C1CC1=CC=C(C=C1)CC)C)C(C)C)O)O)O